ClC1=CC2=C(S1)[C@@]1(C[C@@H](NCC1)C)OCC2N(C(C)=O)C N-[(2'S,7R)-2-chloro-2'-methyl-spiro[4,5-dihydrothieno[2,3-c]pyran-7,4'-piperidine]-4-yl]-N-methyl-acetamide